2-(3-(4-(7H-Pyrrolo[2,3-d]pyrimidin-4-yl)-1H-pyrazol-1-yl)-1-(1-(3-fluoro-2-(trifluoromethyl)isonicotinoyl)piperidin-4-yl)azetidin-3-yl)acetonitrile N1=CN=C(C2=C1NC=C2)C=2C=NN(C2)C2(CN(C2)C2CCN(CC2)C(C2=C(C(=NC=C2)C(F)(F)F)F)=O)CC#N